C(S)(S)=S.C(CCCCCCCCCCC)C(C(=O)O)(C)C dodecyl-(dimethyl-acetic acid) trithiocarbonate